FC=1C=C2CCCN(C2=C(C1)F)C1=C(C=C(C=C1)S(=O)(=O)C(F)(F)F)[N+](=O)[O-] 6,8-difluoro-1-(2-nitro-4-trifluoromethanesulfonylphenyl)-1,2,3,4-tetrahydroquinoline